C(C)C1=CC=C(C)C=C1 4-ethyltoluene